1-[3-[[7-(2-amino-7-fluoro-1,3-benzothiazol-4-yl)-8-fluoro-2-[[(2S,4R)-4-fluoro-1-methyl-pyrrolidin-2-yl]methoxy]-6-(trifluoromethyl)quinazolin-4-yl]amino]azetidin-1-yl]prop-2-en-1-one NC=1SC2=C(N1)C(=CC=C2F)C2=C(C=C1C(=NC(=NC1=C2F)OC[C@H]2N(C[C@@H](C2)F)C)NC2CN(C2)C(C=C)=O)C(F)(F)F